iso-propylidenglycerine C(C)(C)=C(O)C(O)CO